(R)-5-((((6-(2-chloro-3-(3-chloro-2-(4-((((S)-2-hydroxypropyl)(methyl)amino)methyl)-3-methoxyphenyl)pyridin-4-yl)phenyl)-2-methoxypyridin-3-yl)methyl)amino)methyl)pyrrolidin-2-one ClC1=C(C=CC=C1C1=C(C(=NC=C1)C1=CC(=C(C=C1)CN(C)C[C@H](C)O)OC)Cl)C1=CC=C(C(=N1)OC)CNC[C@H]1CCC(N1)=O